C(C)NC1=NC=CC(=C1)C1=NOC(=C1)[C@H](C)NC(=O)C1=CC(=NN1C)C(C)C (S)-N-(1-(3-(2-(ethylamino)pyridin-4-yl)isoxazol-5-yl)ethyl)-3-isopropyl-1-methyl-1H-pyrazole-5-carboxamide